S1C2=C(C=C1)C=C(C=C2)N(C(CNC2=NC(=CC(=C2C#N)C(F)(F)F)C(F)(F)F)=O)C N-(benzo[b]thiophen-5-yl)-2-((3-cyano-4,6-bis-(trifluoromethyl)pyridin-2-yl)amino)-N-methyl-acetamide